C(C)N1CCN(CC1)C1=CC=CC(=N1)N1CC2(C1)CCNCC2 2-[6-(4-ethylpiperazin-1-yl)-2-pyridyl]-2,7-diazaspiro[3.5]nonane